C1(CC1)S(=O)(=O)C=1N=C2N(N1)[C@@H](C[C@@H]2F)C2=CC(=CC(=C2)F)F (5S,7S)-2-cyclopropylsulfonyl-5-(3,5-difluorophenyl)-7-fluoro-6,7-dihydro-5H-pyrrolo[1,2-b][1,2,4]triazole